N-(2-chloro-3-mercaptophenyl)-2-hydroxy-4-oxo-6,7,8,9-tetrahydro-4H-pyrido[1,2-a]pyrimidine-3-carboxamide ClC1=C(C=CC=C1S)NC(=O)C1=C(N=C2N(C1=O)CCCC2)O